4-(4-((1R,5S)-3,8-diazabicyclo[3.2.1]octan-3-yl)-2-(((S)-1-methylpyrrolidin-2-yl)methoxy)quinazolin-7-yl)-1-fluoronaphthalen-2-ol [C@H]12CN(C[C@H](CC1)N2)C2=NC(=NC1=CC(=CC=C21)C2=CC(=C(C1=CC=CC=C21)F)O)OC[C@H]2N(CCC2)C